5-Phenyl-3-propyl-1,2,4-triazole C1(=CC=CC=C1)C1=NC(=NN1)CCC